C1=CC(=C2C=CN=C2C3=CC=CN3)N=C1 terpyrrole